(5S,8S,10aR)-5-[(tert-butoxycarbonyl)amino]-3-methyl-6-oxo-octahydropyrrolo[1,2-a][1,5]diazocine-8-carboxylic acid C(C)(C)(C)OC(=O)N[C@H]1CN(CC[C@@H]2N(C1=O)[C@@H](CC2)C(=O)O)C